(2-((4s,5s)-5-(2-chlorobenzyl)-2,2-dimethyl-1,3-dioxolan-4-yl)ethoxy)t-butyldimethylsilane ClC1=C(C[C@H]2[C@@H](OC(O2)(C)C)CCO[Si](C)(C)C(C)(C)C)C=CC=C1